O-acetyl-mandelic acid C(C)(=O)OC(C(O)C1=CC=CC=C1)=O